2-amino-5-((4-(2-(dimethylamino)-2-Oxoethyl)-3-methoxyphenyl)amino)benzoic acid methyl ester COC(C1=C(C=CC(=C1)NC1=CC(=C(C=C1)CC(=O)N(C)C)OC)N)=O